1-Propyl-3-butylpyrrolium fluorid [F-].C(CC)[NH+]1C=C(C=C1)CCCC